(2S,4R)-1-(2-(3-acetyl-5-(2-methylpyrimidin-5-yl)-1H-indazol-1-yl)acetyl)-N-(6-bromo-4-methylpyridin-2-yl)-4-fluoropyrrolidine-2-carboxamide C(C)(=O)C1=NN(C2=CC=C(C=C12)C=1C=NC(=NC1)C)CC(=O)N1[C@@H](C[C@H](C1)F)C(=O)NC1=NC(=CC(=C1)C)Br